N-ethyl-N-methyl-2-(5-(methylthio)-1H-indol-3-yl)ethan-1-amine C(C)N(CCC1=CNC2=CC=C(C=C12)SC)C